N-(4-(3-amino-7-(imidazo[1,2-a]pyridin-3-yl)-1H-pyrazolo[4,3-c]pyridin-4-yl)benzyl)-5-fluoro-2-methoxybenzamide NC1=NNC2=C1C(=NC=C2C2=CN=C1N2C=CC=C1)C1=CC=C(CNC(C2=C(C=CC(=C2)F)OC)=O)C=C1